N-[(5R,6S)-5-[(2',3'-difluoro[1,1'-biphenyl]-3-yl)methyl]-4-oxo-3-(propan-2-yl)-3,4,5,6,7,8-hexahydroquinazolin-6-yl]cyclopropanesulfonamide FC1=C(C=CC=C1F)C1=CC(=CC=C1)C[C@@H]1C=2C(N(C=NC2CC[C@@H]1NS(=O)(=O)C1CC1)C(C)C)=O